9-{[4-(trifluoromethyl)-phenoxy]methyl}-3,4,6,7,8,9-hexahydropyrido[2,1-c][1,2,4]thiadiazine 2,2-dioxide FC(C1=CC=C(OCC2CCCN3C2=NS(CC3)(=O)=O)C=C1)(F)F